(Z)-S-(2-(N-((4-amino-2-methylpyrimidin-5-yl) methyl) formamido)-5-(phosphonooxy) pent-2-en-3-yl) decanethioate C(CCCCCCCCC)(S\C(=C(\C)/N(C=O)CC=1C(=NC(=NC1)C)N)\CCOP(=O)(O)O)=O